4-ethyl-2-hydroxybenzylamine C(C)C1=CC(=C(CN)C=C1)O